3-glycidoxypropylmethoxydimethoxysilane C(C1CO1)OCCC[Si](OC)(OC)OC